COC1=NC(=CC=C1NC(=O)C=1C(=NOC1C)C1=CC=CC=C1)C=1C=CC2=C(N(N=N2)C)C1 N-(2-Methoxy-6-(1-methyl-1H-benzo[d][1,2,3]triazol-6-yl)pyridin-3-yl)-5-methyl-3-phenylisoxazole-4-carboxamide